N=1C=CN2C1C=CC(=C2)C=2C=CN1N=C(N=CC12)NC1CC2(CNC2)C1 5-(imidazo[1,2-a]pyridin-6-yl)-N-(2-azaspiro[3.3]heptan-6-yl)pyrrolo[2,1-f][1,2,4]triazin-2-amine